Cl.CC=1N=CSC1CCO[N+](=O)[O-] 4-Methyl-5-(2-nitroxyethyl)thiazole HCl